3-(2-(pyridin-2-yl)vinyl)-1-(tetrahydro-2H-pyran-2-yl)-1H-indazole-5-carboxylic acid N1=C(C=CC=C1)C=CC1=NN(C2=CC=C(C=C12)C(=O)O)C1OCCCC1